tert-Butyl 3-cyano-1,4,5,7-tetrahydropyrazolo[3,4-c]pyridine-6-carboxylate C(#N)C1=NNC=2CN(CCC21)C(=O)OC(C)(C)C